trimethylchloro-silane C[Si](Cl)(C)C